C(C\C=C/CCCCCCCCCCCCCC)(C(=O)O)C(=O)O cis-3-octadecene-1,1-dicarboxylic acid